C(C)NS(=O)(=O)CC1CCC(CC1)N(C1=C2C(=NC=C1C(=O)OCC)NC=C2)C ethyl 4-(((1R,4R)-4-((N-ethylsulfamoyl)methyl)cyclohexyl)(methyl)amino)-1H-pyrrolo[2,3-b]pyridine-5-carboxylate